[OH-].[K+] kalium hydroxide